4-isopropyl-2-(naphtho[1,2-B]benzofuran-10-yl)pyridine tert-butyl-2-(1-((benzyloxy)carbonyl)piperidin-4-yl)-2-azaspiro[3.3]heptane-6-carboxylate C(C)(C)(C)OC(=O)C1CC2(CN(C2)C2CCN(CC2)C(=O)OCC2=CC=CC=C2)C1.C(C)(C)C1=CC(=NC=C1)C1=CC=CC=2C3=C(OC21)C=2C=CC=CC2C=C3